1-(hydroxymethyl)-1H-pyrazole-4-carbonitrile OCN1N=CC(=C1)C#N